F[C@@H]1CNC2(CCC2)C1 (7S)-7-fluoro-5-azaspiro[3.4]octane